SCCC[C@H](N)C(=O)O 5-mercapto-norvaline